3-(5-((4-cyclopentyl-3-(trifluoromethyl)benzyl)oxy)-7-methyl-1H-indol-1-yl)propionic acid methyl ester COC(CCN1C=CC2=CC(=CC(=C12)C)OCC1=CC(=C(C=C1)C1CCCC1)C(F)(F)F)=O